8,8-dimethyl-2,3,4,5,6,7-hexahydro-1H-naphthalene-2-carbaldehyde CC1(CCCC=2CCC(CC12)C=O)C